C(C)(C)(C)OC(=O)N[C@H](C(=O)OC)C[C@@H](C(=O)OC)OC1=C(C=CC(=C1)Cl)[N+](=O)[O-] dimethyl (2S,4S)-2-((tert-butoxycarbonyl)amino)-4-(5-chloro-2-nitrophenoxy)pentanedioate